3-(cyclohexylideneamino)propan Benzyl-3-(benzoyloxy)-4,4-dimethoxypiperidine-1-carboxylate C(C1=CC=CC=C1)OC(=O)N1CC(C(CC1)(OC)OC)OC(C1=CC=CC=C1)=O.C1(CCCCC1)=NCCC